C(CCCCCC(C)C)(=O)OCCCCCCC(C)C isononanol isononanoate